CC=1CCCC(C1)(C)C 3,5,5-trimethyl-3-cyclohexene